Cl.NC1=C(C(=NN1C)C(=O)NC)Cl 5-amino-4-chloro-N,1-dimethyl-1H-pyrazole-3-carboxamide hydrochloride